C(CCC(=O)O)(=O)O.C(CC)(=O)SCCNC(CCNC([C@@H](C(COP(OP(OC[C@@H]1[C@H]([C@H]([C@@H](O1)N1C=NC=2C(N)=NC=NC12)O)OP(=O)(O)O)(=O)O)(=O)O)(C)C)O)=O)=O propionyl-CoA succinate